[Br-].O1C(OCC1)CCCCCP(CCCC)CCCC ((1,3-dioxolan-2-yl)methyl)tributylphosphine bromide